C(C)(C)N1N=CC=2C1=NC(=NC2NC=2N=CN(C2)C2=CC(=C(C(=C2)OC)OC)OC)C(CC(=O)O)C 3-(1-isopropyl-4-((1-(3,4,5-trimethoxyphenyl)-1H-imidazol-4-yl)amino)-1H-pyrazolo[3,4-d]pyrimidin-6-yl)butyric acid